(5-(benzo[b]thiophen-4-yl)thiophen-2-yl)-4-oxobutanoic acid S1C2=C(C=C1)C(=CC=C2)C2=CC=C(S2)C(C(=O)O)CC=O